5-[3-(4-chlorophenyl)-2-propynyl]-5-(4-fluorophenyl-sulfonyl)thiazolidine-2,4-dione ClC1=CC=C(C=C1)C#CCC1(C(NC(S1)=O)=O)S(=O)(=O)C1=CC=C(C=C1)F